4-chloropyrrolo[2,3-d]pyrimidine-7-amide potassium [K].ClC=1C2=C(N=CN1)N(C=C2)C(=O)N